OC1=CC=C(C=C1)C1COC2=CC(=CC=C2C1C1=CC(=C(C=C1)OC)C)O 3-(4-hydroxyphenyl)-4-(4-methoxy-3-methylphenyl)chroman-7-ol